Silicon-Germanium-Tin-Boron [B].[Sn].[Ge].[Si]